5-chloroisobenzofuran-1,3-dione ClC=1C=C2C(OC(C2=CC1)=O)=O